ClC(C1=NC(=NO1)C=1C=NC(=NC1)NC(C)C=1C(=NC=CC1)Cl)(F)F 5-[5-[chloro(difluoro)methyl]-1,2,4-oxadiazol-3-yl]-N-[1-(2-chloropyridin-3-yl)ethyl]pyrimidin-2-amine